C(=C)[SiH2]OCCOC vinyl(β-methoxyethoxy)silane